C1(CC1)C1=C(C(=CS1)C(=O)O)C1CC2=CC=CC=C2C1 5-cyclopropyl-4-indan-2-yl-thiophene-3-carboxylic acid